samarium Luteolin O1C(=CC(=O)C=2C(O)=CC(O)=CC12)C1=CC(O)=C(O)C=C1.[Sm]